methyl 4-[(3-carbamoyl-4-methyl-phenyl)methyl]bicyclo[2.2.2]octane-1-carboxylate C(N)(=O)C=1C=C(C=CC1C)CC12CCC(CC1)(CC2)C(=O)OC